BrC=1C=C2C=C(N=CC2=CC1I)C(=O)O 6-bromo-7-iodoisoquinoline-3-carboxylic acid